C1(CCCCCC1)=C=C cycloheptylideneethylene